ClC1=CC=C(C(=N1)C(=O)NS(=O)(=O)C)N[C@H](C)C=1C=C(C=C2C(N(C(=NC12)N1CCC(CC1)C1=NN(C(=N1)C)C)CC)=O)C (R)-6-chloro-3-((1-(2-(4-(1,5-dimethyl-1H-1,2,4-triazol-3-yl)piperidin-1-yl)-3-ethyl-6-methyl-4-oxo-3,4-dihydroquinazolin-8-yl)ethyl)amino)-N-(methylsulfonyl)picolinamide